ClC1=CC(=NC=C1)N(S(=O)(=O)C(F)(F)F)S(=O)(=O)C(F)(F)F N-(4-chloro-2-pyridyl)-1,1,1-trifluoro-N-(trifluoromethylsulfonyl)methanesulfonamide